sorbitol monobutyl-stearate C(CCC)C(C(=O)O)CCCCCCCCCCCCCCCC.OC[C@H](O)[C@@H](O)[C@H](O)[C@H](O)CO